ClC=1C(NC(N([C@H]2[C@H](O)[C@H](O)[C@@H](CO)O2)C1)=O)=O 5-chlorouridine